NC1=NC(=CC(=N1)N1CCC2(C[C@H](NC2)C(=O)O)CC1)O[C@@H](C(F)(F)F)C1=CC=C(C=C1)C1=CC=C(C=C1)C(C)C (S)-8-(2-amino-6-((R)-2,2,2-trifluoro-1-(4'-isopropyl-[1,1'-biphenyl]-4-yl)ethoxy)pyrimidin-4-yl)-2,8-diazaspiro[4.5]decane-3-carboxylic acid